C(C)(C)(C)OC(=O)N1CC(CC1)(C(=O)O)C 1-(tert-Butoxycarbonyl)-3-methylpyrrolidine-3-carboxylic acid